(e,e)-farnesylacetone C(\C=C(/C)\CC\C=C(/C)\CCC=C(C)C)CC(C)=O